[5-Methylsulfonyl-2-((R)-2,2,2-trifluoro-1-methyl-ethoxy)-phenyl]-[(1R,5R)-1-(5-trifluoromethyl-isoxazol-3-yl)-3-aza-bicyclo[3.1.0]hex-3-yl]-methanone CS(=O)(=O)C=1C=CC(=C(C1)C(=O)N1C[C@]2(C[C@H]2C1)C1=NOC(=C1)C(F)(F)F)O[C@@H](C(F)(F)F)C